P(=O)(O)(O)O.FC=1C=C(C=CC1C=1C=NC(=CC1)C=1N=NN(N1)C1CC1)N1C(O[C@H](C1)C(F)O)=O (R)-3-(3-fluoro-4-(6-(2-cyclopropyl-2H-tetrazol-5-yl)pyridin-3-yl)phenyl)-5-(hydroxyfluoro-methyl)oxazolidin-2-one phosphate